FC1=C(C(=O)OC)C=C(C(=C1)NCCOC)[N+](=O)[O-] Methyl 2-fluoro-4-((2-methoxyethyl) amino)-5-nitrobenzoate